5-Bromo-3-chloromethyl-pyridineamide BrC=1C=C(C(=NC1)C(=O)N)CCl